(trans)-3-methoxy-5,7-bis(methoxymethoxy)-2-(4-(methoxymethoxy)phenyl)chroman-4-one CO[C@H]1[C@@H](OC2=CC(=CC(=C2C1=O)OCOC)OCOC)C1=CC=C(C=C1)OCOC